CC1=CC(=NO1)N[C@@H](C(OC)C=O)C(=O)NCC(=O)N[C@@H](CC(C)C)C(=O)C1(OC1)C N-5-methylisoxazolyl-3-formyl-O-methyl-L-seryl-glycyl-L-leucyl-methyloxirane